FC(C1=CC(NC=N1)=O)F 6-(difluoromethyl)pyrimidin-4(3H)-one